ClC1=C(C(=O)OC)C(=CC(=C1)N1CCOCC1)Cl methyl 2,6-dichloro-4-morpholino-benzoate